O=C1NC(CCC1N1C(C2=CC=C(C=C2C1=O)NCC1CC(C1)C(=O)N1CCC(CC1)N1N=CC(=C1)C1=NC2=CC=CC=C2N=C1)=O)=O 2-(2,6-dioxopiperidin-3-yl)-5-(((3-(4-(4-(quinoxalin-2-yl)-1H-pyrazol-1-yl)piperidine-1-carbonyl)cyclobutyl)methyl)amino)isoindoline-1,3-dione